(3S,4R)-3-fluoro-4-hydroxypiperidin-1-carboxylic acid tert-butyl ester C(C)(C)(C)OC(=O)N1C[C@@H]([C@@H](CC1)O)F